2-bromo-1-(3-bromophenyl)ethan-1-one BrCC(=O)C1=CC(=CC=C1)Br